ClC=1C=C(C=CC1C(F)(F)F)[N+]#[C-] 3-CHLORO-4-(TRIFLUOROMETHYL)PHENYLISOCYANIDE